N-[2-(6-chloro-2-pyridyl)-2-(1-methylpyrazol-4-yl)propyl]-5-(2,4-dichlorophenyl)isoxazole-3-carboxamide ClC1=CC=CC(=N1)C(CNC(=O)C1=NOC(=C1)C1=C(C=C(C=C1)Cl)Cl)(C)C=1C=NN(C1)C